NCCCN(CCCCCN)CCCN N,N-bis(aminopropyl)cadaverine